4-methyl-1-(6-((1-methyl-1H-indazol-7-yl)thio)pyrido[2,3-b]pyrazin-2-yl)piperidin-4-amine CC1(CCN(CC1)C=1N=C2C(=NC1)N=C(C=C2)SC=2C=CC=C1C=NN(C21)C)N